C(C)P(=O)(OC1CCSC1)CC 4-diethylphosphinyloxytetrahydrothiophene